(R)-1-(5-(tert-butyl)-2,3-dihydro-1H-inden-1-yl)-3-(1H-indazol-4-yl)urea C(C)(C)(C)C=1C=C2CC[C@H](C2=CC1)NC(=O)NC1=C2C=NNC2=CC=C1